ClC1=C(C=NC(=C1)Cl)N 4,6-dichloropyridine-3-amine